tert-butyl (2-(2-chloro-4-(3-((2-(1-methyl-2,6-dioxopiperidin-3-yl)-1-oxoisoindolin-5-yl)methyl)ureido)phenethoxy)ethyl)(methyl)carbamate ClC1=C(CCOCCN(C(OC(C)(C)C)=O)C)C=CC(=C1)NC(=O)NCC=1C=C2CN(C(C2=CC1)=O)C1C(N(C(CC1)=O)C)=O